5-amino-8-(2,6-dimethyl-4-pyridinyl)-7-phenyl-2-[2-[2-(2-thienyl)pyrrolidin-1-yl]ethyl]-[1,2,4]triazolo[4,3-c]pyrimidin-3-one NC1=NC(=C(C=2N1C(N(N2)CCN2C(CCC2)C=2SC=CC2)=O)C2=CC(=NC(=C2)C)C)C2=CC=CC=C2